2-(4-(methoxymethoxy)-1-(methoxymethyl)-1H-indol-3-yl)-N,N-dimethylethan-1-amine COCOC1=C2C(=CN(C2=CC=C1)COC)CCN(C)C